COCOC=1C=C(C=O)C=C(C1OCOC)OCOC 3,4,5-Tri(methoxymethoxy)benzaldehyde